CC=1C(=NC(=NC1CC)NC1=CC=C(C=C1)N1CCN(CC1)C)NC1=CC(=C(C=C1)Cl)OC 5-Methylethyl-N4-[3-methoxy-4-chlorophenyl]-N2-[4-(4-methylpiperazin-1-yl)phenyl]pyrimidine-2,4-diamine